tert-butyl (2-(2,6-dioxopiperidin-3-yl)-1,3-dioxoisoindolin-5-yl)glycinate O=C1NC(CCC1N1C(C2=CC=C(C=C2C1=O)NCC(=O)OC(C)(C)C)=O)=O